4-difluoromethoxy-5-cyclopropoxy-3,6-dimethoxychalcone FC(OC1=C(C=C(C(=C1OC1CC1)OC)\C=C\C(=O)C1=CC=CC=C1)OC)F